(1R,5R)-N-(7-ethoxy-4-(3-(4-fluorophenyl)-1-methyl-1H-pyrazol-4-yl)pyrido[3,2-d]pyrimidin-6-yl)-3-oxabicyclo[3.1.0]hexane-1-carboxamide C(C)OC1=CC=2N=CN=C(C2N=C1NC(=O)[C@]12COC[C@@H]2C1)C=1C(=NN(C1)C)C1=CC=C(C=C1)F